O=C1NC(CCC1N1C(C2=CC=CC(=C2C1)C#CCCCC(=O)N1CCN(CC1)C1CCN(CC1)C=1C(=CC2=C(C(C=3NC4=CC(=CC=C4C3C2=O)C#N)(C)C)C1)CC)=O)=O 8-(4-(4-(6-(2-(2,6-dioxopiperidin-3-yl)-1-oxoisoindolin-4-yl)hex-5-ynoyl)piperazin-1-yl)piperidin-1-yl)-9-ethyl-6,6-dimethyl-11-oxo-6,11-dihydro-5H-benzo[b]carbazole-3-carbonitrile